tert-butyl 1-(2,6-difluoro-4-sulfamoylbenzyl)-8-methoxy-2,3-dihydropyrazino[2,3-c][1,8]naphthyridine-4(1H)-carboxylate FC1=C(CN2CCN(C=3C=NC=4N=C(C=CC4C32)OC)C(=O)OC(C)(C)C)C(=CC(=C1)S(N)(=O)=O)F